FC1=C(C(=CC=C1)C)N1CCCCCC1 1-(2-Fluoro-6-methyl-phenyl)-azepan